3-(hydroxy(3-iodo-1-methyl-1H-pyrazol-4-yl)methyl)-1-((2-(trimethylsilyl)ethoxy)methyl)-1H-pyrazole-5-carbonitrile OC(C1=NN(C(=C1)C#N)COCC[Si](C)(C)C)C=1C(=NN(C1)C)I